5-oxo-12-oxa-3-thia-6-azatricyclo[6.4.1.04,13]-trideca-1,4(13),7-triene-7-carboxylic acid O=C1C=2SC=C3OCCCC(=C(N1)C(=O)O)C32